C(C)(C)(C)C1C(C#N)(CCCC1)N=NC1(C#N)CCCCC1 tert-butyl-1,1'-azobis(hexahydrobenzonitrile)